2-(6-cyano-2-fluoro-3-methoxyphenyl)cyclopropane-1-carboxamide C(#N)C1=CC=C(C(=C1C1C(C1)C(=O)N)F)OC